methyl (1aS,6bR)-hexahydrocyclopropa[a]pyrrolizine-6a(4H)-carboxylate C1[C@@H]2[C@H]1CN1CCCC21C(=O)OC